(1-((benzyloxy)carbonyl)piperidin-4-yl)methyl-2,5-dimethylpiperazine-1-carboxylate C(C1=CC=CC=C1)OC(=O)N1CCC(CC1)COC(=O)N1C(CNC(C1)C)C